dipentyl-butenedioic acid C(CCCC)C(=C(C(=O)O)CCCCC)C(=O)O